C(CCCCCCCCCCC)S(=O)(=O)[O-].[Na+].C(CCCCCCC)S(=O)(=O)[O-].[Na+].C(CCCCC)S(=O)(=O)[O-].[Na+] Sodium 1-hexanesulfonate Sodium 1-octanesulfonate Sodium 1-dodecanesulfonate